FC(CN1N=CC(=C1)C1=NC(=NC=C1C(F)(F)F)NC1CCN(CC1)S(=O)(=O)C1CC(CCC1)C(=O)OCC)(F)F ethyl 3-((4-((4-(1-(2,2,2-trifluoroethyl)-1H-pyrazol-4-yl)-5-(trifluoromethyl)pyrimidin-2-yl)amino)piperidin-1-yl)sulfonyl)cyclohexane-1-carboxylate